tert-butyl 5-bromo-3-phenyl-indazole-1-carboxylate BrC=1C=C2C(=NN(C2=CC1)C(=O)OC(C)(C)C)C1=CC=CC=C1